3,4-dicyano-7-diethylaminocoumarin C(#N)C=1C(OC2=CC(=CC=C2C1C#N)N(CC)CC)=O